FC(C1=NN=C(O1)C=1C=CC(=NC1)CN1C(N(C2=C1C=C(C(=C2)C=2C=NC=CC2)F)C2CCN(CC2)CC(C(F)F)(F)F)=O)F 1-((5-(5-(difluoromethyl)-1,3,4-oxadiazole-2-yl)pyridine-2-yl)methyl)-6-fluoro-5-(pyridine-3-yl)-3-(1-(2,2,3,3-tetrafluoropropyl)piperidine-4-yl)-1,3-dihydro-2H-benzo[d]imidazole-2-one